N2,N2,N8,N8-tetramethylacridine-2,8-diamine CN(C1=CC2=CC3=C(C=CC=C3N=C2C=C1)N(C)C)C